diethyl (2-hydroxyethyl)phosphoramidate OCCNP(OCC)(OCC)=O